FC=1C(=C(C=CC1F)C=1C[C@](COC1C(=O)OCC)(C(F)(F)F)C)OC |r| ethyl rac-5-(3,4-difluoro-2-methoxyphenyl)-3-methyl-3-(trifluoromethyl)-3,4-dihydro-2H-pyran-6-carboxylate